METHYL-2-FLUORO-4-ISOCYANOBENZOATE COC(C1=C(C=C(C=C1)[N+]#[C-])F)=O